F[Sb-](F)(F)(F)(F)F hexafluoro-antimonat